CC=1C=CC=2C(=NON2)C1 6-methylbenzo[c][1,2,5]oxadiazole